C(C)(C)(C)OC(=O)N1CC(C1)CNC1=C(C=C(C(=C1)Cl)Br)N 3-(((2-amino-4-bromo-5-chlorophenyl)amino)methyl)azetidine-1-carboxylic acid tert-butyl ester